CC(CCC)C(CCCC)CCC 4-methyl-5-propylnonane